bis(2-octylbutylamino)triazinone C(CCCCCCC)C(CNC1=C(C(NN=N1)=O)NCC(CC)CCCCCCCC)CC